2-butylpyrrole C(CCC)C=1NC=CC1